butyl 2-chloro-6-[3-[[1-(trifluoromethyl)cyclopropyl]methoxy]pyrazol-1-yl]pyridine-3-carboxylate ClC1=NC(=CC=C1C(=O)OCCCC)N1N=C(C=C1)OCC1(CC1)C(F)(F)F